2-(trifluoromethyl)naphthalene FC(C1=CC2=CC=CC=C2C=C1)(F)F